4-[5-chloro-8-(2,6-difluorophenyl)-2,3,7,9,12-pentazatricyclo[8.4.0.02,6]tetradeca-1(10),3,5,7,11,13-hexaen-13-yl]morpholine ClC=1C=NN2C=3C=C(N=CC3NC(=NC12)C1=C(C=CC=C1F)F)N1CCOCC1